C(C)(C)(C)OC(=O)N1C(C=2C=CC(=NC2CC1)Cl)=O 2-chloro-5-oxo-7,8-dihydro-1,6-naphthyridine-6(5H)-carboxylic acid tert-butyl ester